2-(4-vinylbenzoyl) ethylene oxide C(=C)C1=CC=C(C(=O)C2CO2)C=C1